(1R,2R)-1,2-bis(4-chlorophenyl)ethylenediamine ClC1=CC=C(C=C1)[C@H]([C@H](N)C1=CC=C(C=C1)Cl)N